NC1=C(C=C(C=C1)C1=CC=C(C=C1F)F)[N+](=O)[O-] 4'-amino-4,6-difluoro-3'-nitro-[1,1'-biphenyl]